[Si](C)(C)(C(C)(C)C)OCC(CC1=NN(C=C1B1OC(C(O1)(C)C)(C)C)COCC[Si](C)(C)C)(C)C 3-((tert-butyldimethylsilyl)oxy)-2,2-dimethylpropyl-4-(4,4,5,5-tetramethyl-1,3,2-dioxaborolan-2-yl)-1-((2-(trimethylsilyl)ethoxy)methyl)-1H-pyrazole